2,5-diaminotrifluorotoluene NC1=C(C(F)(F)F)C=C(C=C1)N